5-(dimethylamino)-N-(1-(6-((((3-fluorobicyclo[1.1.1]pentan-1-yl)methyl)amino)methyl)imidazo[1,2-a]pyridin-2-yl)propyl)nicotinamide CN(C=1C=NC=C(C(=O)NC(CC)C=2N=C3N(C=C(C=C3)CNCC34CC(C3)(C4)F)C2)C1)C